5-((4-(3-(1H-pyrrol-2-yl)benzyl)piperazin-1-yl)methyl)-1-oxoisoindoline N1C(=CC=C1)C=1C=C(CN2CCN(CC2)CC=2C=C3CNC(C3=CC2)=O)C=CC1